NC1=C(C=C(C=C1)C#N)NC(C1=CC=C(C=C1)CSC1=NN2C(C(=N1)NC1=NNC(=C1)C)=CC=C2)=O N-(2-amino-5-cyanophenyl)-4-[[[4-[(5-methyl-1H-pyrazol-3-yl)amino]pyrrolo[2,1-f][1,2,4]triazin-2-yl]thio]methyl]benzamide